(R)-(1-carbamoyl-pyrrolidin-3-yl)carbamic acid tert-butyl ester C(C)(C)(C)OC(N[C@H]1CN(CC1)C(N)=O)=O